N-(4-(2,4-difluorophenoxy)-3-(3,5-dimethylisoxazol-4-yl)phenyl)-4-methoxybenzenesulphonamide FC1=C(OC2=C(C=C(C=C2)NS(=O)(=O)C2=CC=C(C=C2)OC)C=2C(=NOC2C)C)C=CC(=C1)F